ClC1=CC=C(COC2=C(C3=CC=CC=C3C=C2)C=O)C=C1 2-((4-chlorobenzyl)oxy)-1-naphthaldehyde